methyl-pyrrole bromide [Br-].CC=1NC=CC1